2-(3-bromophenoxy)ethylamine BrC=1C=C(OCCN)C=CC1